tert-butyl (3-((5-chloro-2-((1-methyl-1H-pyrazol-4-yl)amino)pyrimidin-4-yl)amino)cyclohexyl)carbamate ClC=1C(=NC(=NC1)NC=1C=NN(C1)C)NC1CC(CCC1)NC(OC(C)(C)C)=O